6-(1H-indol-7-yl)-2-methyl-{(1S)-1-[3-(methyloxy)phenyl]ethyl}pyrimidin-4-amine N1C=CC2=CC=CC(=C12)C1=C(C(=NC(=N1)C)N)[C@@H](C)C1=CC(=CC=C1)OC